C(CN(CC(C)O)CC(C)O)N(CC(C)O)CC(C)O (Ethylenedinitrilo)tetrakis(2-propanol)